NC(N)[C@H](C(=O)O)NC(CCN)=O (2R)-3-amino-2-(3-aminopropionylamino)β-alanine